CS(=O)(=O)C1=C(C=CC=C1)C1=C2C(=NC(=C1)N1[C@@H](COCC1)C)C(=NS2)C2=CC(=NN2)C (3R)-4-[7-(2-methanesulfonylphenyl)-3-(3-methyl-1H-pyrazol-5-yl)-[1,2]thiazolo[4,5-b]pyridin-5-yl]-3-methylmorpholine